(9aR,10S)-10-((R)-(3,4-difluorophenyl)(3-fluorophenyl)methyl)-4-hydroxy-8,9,9a,10-tetrahydro-7H-pyrrolo[1',2':4,5]pyrazino[1,2-b]pyridazine-3,5-dione FC=1C=C(C=CC1F)[C@H]([C@H]1[C@@H]2N(C(C=3N1N=CC(C3O)=O)=O)CCC2)C2=CC(=CC=C2)F